FC1CCN(CC1)C1=NC(=CC2=C1N=C(N=C2)NC2=CC=C(C=N2)N2C(CNCC2)=O)[C@@H](C)O 1-[6-[[8-(4-fluoropiperidin-1-yl)-6-[(1R)-1-hydroxyethyl]pyrido[3,4-d]pyrimidin-2-yl]amino]pyridin-3-yl]piperazin-2-one